(R)-N-(6-fluoro-2-methyl-2H-indazol-5-yl)-5-(3-(methylamino)pyrrolidin-1-yl)pyrazine-2-carboxamide FC=1C(=CC2=CN(N=C2C1)C)NC(=O)C1=NC=C(N=C1)N1C[C@@H](CC1)NC